(S)-N-(1-(6,7-difluoro-1-oxo-1,2-dihydroisoquinolin-4-yl)ethyl)-N-methyl-4,5,6,7-tetrahydro-1H-indole-2-carboxamide FC=1C=C2C(=CNC(C2=CC1F)=O)[C@H](C)N(C(=O)C=1NC=2CCCCC2C1)C